4-(4-ethylbenzyl)-1-(2-(pyrimidin-4-yl)nicotinoyl)piperidine C(C)C1=CC=C(CC2CCN(CC2)C(C2=C(N=CC=C2)C2=NC=NC=C2)=O)C=C1